CC1=C(C=C(C=C1)NC(=O)C1=CC(=NC=C1)C(F)(F)F)C1=CC(=NC(=C1)C#CCN1CCCC1)N1CCOCC1 N-(4-methyl-3-[2-(morpholin-4-yl)-6-[3-(pyrrolidin-1-yl)prop-1-yn-1-yl]pyridin-4-yl]phenyl)-2-(trifluoromethyl)pyridine-4-carboxamide